6-amino-3,4-dihydro-1H-1,8-phenanthroline-2-one NC=1C=C2CCC(NC2=C2C=CN=CC12)=O